C=1N=CN2C1C1=CC=CC=C1[C@@H]2[C@H]2[C@@](CC2)(O)C (1R,2S)-2-((S)-5H-Imidazo[5,1-a]isoindol-5-yl)-1-methylcyclobutan-1-ol